6,7-dibromo-3-(difluoromethyl)quinoxalin-2(1H)-one BrC=1C=C2N=C(C(NC2=CC1Br)=O)C(F)F